FC1=CC=C(C=C1)NC([C@H](C)C1=NC=2CCCN(C2C=C1)C(=O)[C@H]1OCCCC1)=O (2R)-N-(4-Fluorophenyl)-2-{5-[(2S)-oxan-2-carbonyl]-5,6,7,8-tetrahydro-1,5-naphthyridin-2-yl}propanamid